C(C)(C)(C)OC(=O)N1C[C@@H](CCC1)NC=1C=C(C=2N(N1)C(=CN2)F)C2=CNC1=CC=CC=C21 (R)-3-((3-fluoro-8-(1H-indol-3-yl)imidazo[1,2-b]pyridazin-6-yl)amino)piperidine-1-carboxylic acid tert-butyl ester